1-(3-(2-(1H-indol-3-yl)ethyl)ureido)-N-(3-isopropylphenyl)cyclohexane-1-carboxamide cyclohexyl-chloro-acrylate C1(CCCCC1)C=C(C(=O)O)Cl.N1C=C(C2=CC=CC=C12)CCNC(NC1(CCCCC1)C(=O)NC1=CC(=CC=C1)C(C)C)=O